C(C)(C)(C)OC(=O)N1CCC(CC1)CCCO N-tert-butyloxycarbonyl-4-(3-hydroxypropyl)piperidine